CC1C(N(C2CC1C2)C(=O)C2=NN(C=C2C2=CC=CC=C2)C)CNC(OC(C)(C)C)=O tert-butyl N-{[4-methyl-2-(1-methyl-4-phenyl-1H-pyrazole-3-carbonyl)-2-azabicyclo[3.1.1]heptan-3-yl]methyl}carbamate